FC1=C(C(=C(C(=C1F)F)F)F)[B-](C1=C(C(=C(C(=C1F)F)F)F)F)(C1=C(C(=C(C(=C1F)F)F)F)F)C1=C(C(=C(C(=C1F)F)F)F)F.C(C)[NH+](C1=CC=C(C=C1)CCCCCCCCCCCCCCCCCCC)CCCCCCCCCCCCCCCCCC N-ethyl-4-nonadecyl-N-octadecyl-anilinium tetrakis(perfluorophenyl)borate